3-fluoro-5-formyl-4-hydroxy-N-(4-(pyrrolidin-1-yl)phenyl)benzamide FC=1C=C(C(=O)NC2=CC=C(C=C2)N2CCCC2)C=C(C1O)C=O